(2S)-2-amino-3-(1-methyl-5-nitro-benzimidazol-2-yl)propionic acid ethyl ester C(C)OC([C@H](CC1=NC2=C(N1C)C=CC(=C2)[N+](=O)[O-])N)=O